5-bromo-3-nitrobenzene-1-carbonitrile BrC=1C=C(C=C(C1)C#N)[N+](=O)[O-]